1-methyl-1H-imidazole-5-carboxylic acid ethyl ester C(C)OC(=O)C1=CN=CN1C